FC=1C=C(CN2CCC(CC2)NC(=O)NC2=CC(=CC=C2)C(F)(F)F)C=CC1 1-(1-(3-fluorobenzyl)piperidin-4-yl)-3-(3-(trifluoromethyl)phenyl)urea